1-(5-(2-Aminopyrimidin-4-yl)-4-methylthiazol-2-yl)-3-(3-(trifluoromethyl)phenyl)urea NC1=NC=CC(=N1)C1=C(N=C(S1)NC(=O)NC1=CC(=CC=C1)C(F)(F)F)C